N(=[N+]=[N-])[C@@H]1COC[C@@H]1OCC(F)F |r| Racemic-(3R,4R)-3-azido-4-(2,2-difluoroethoxy)tetrahydrofuran